dodecyl 5-methylisoxazole-4-carboxylate CC1=C(C=NO1)C(=O)OCCCCCCCCCCCC